1-(5-{[(5-Chlorothiophen-2-yl)methyl]amino}-3-[1-(morpholin-4-sulfonyl)piperidin-4-yl]-1H-pyrazol-1-yl)-2,2-dimethylpropan-1-on ClC1=CC=C(S1)CNC1=CC(=NN1C(C(C)(C)C)=O)C1CCN(CC1)S(=O)(=O)N1CCOCC1